Ethyl 4-(allylamino)benzoate C(C=C)NC1=CC=C(C(=O)OCC)C=C1